5-methyl-N-(2-methyl-5-(3-(4-methyl-1H-imidazol-1-yl)-5-(trifluoromethyl)benzamido)phenyl)isoxazole-3-Carboxamide CC1=CC(=NO1)C(=O)NC1=C(C=CC(=C1)NC(C1=CC(=CC(=C1)C(F)(F)F)N1C=NC(=C1)C)=O)C